5-(((2-cyclopropylethoxy)carbonyl)amino)benzoic acid C1(CC1)CCOC(=O)NC=1C=CC=C(C(=O)O)C1